tert-butyl (2S,3S)-3-((6-(1H-pyrazol-4-yl)isoquinolin-3-yl)carbamoyl)-2-methylpyrrolidine-1-carboxylate N1N=CC(=C1)C=1C=C2C=C(N=CC2=CC1)NC(=O)[C@@H]1[C@@H](N(CC1)C(=O)OC(C)(C)C)C